FC=1C(=CC2=C(NC(=N2)C2=CC=CC=C2C=2C(=CC=CC2)C(=O)O)C1)OC 6'-(6-fluoro-5-methoxy-1H-1,3-benzodiazol-2-yl)-[1,1'-biphenyl]-2-carboxylic acid